5,6-dichloro-N-[4-(4-chlorothiophene-2-yl)-5-(4-cyclohexylpiperazin-1-yl)thiazol-2-yl]nicotinamide ClC=1C(=NC=C(C(=O)NC=2SC(=C(N2)C=2SC=C(C2)Cl)N2CCN(CC2)C2CCCCC2)C1)Cl